CC(CCO)C=CCCCC 3-methylnon-4-en-1-ol